C(CC)SC(C(C)SCCS)S propylthio-2-((2-mercaptoethyl)thio)propane-1-thiol